heptadecan-9-yl 8-(((1-(((tert-butoxycarbonyl)amino)methyl)cyclopropyl)methyl)amino)octanoate C(C)(C)(C)OC(=O)NCC1(CC1)CNCCCCCCCC(=O)OC(CCCCCCCC)CCCCCCCC